FC1=CC=C(C=C1)N1C=NC(=C(C1=O)C(=O)NC1=CC=C(C=C1)OC1=CC=NC2=CC(=CN=C12)OC)C 1-(4-fluorophenyl)-N-[4-[(7-methoxy-1,5-naphthyridin-4-yl)oxy]phenyl]-4-methyl-6-oxopyrimidine-5-carboxamide